FC(C=1C(=CN(C(C1)=O)C)C(=O)NC1=C(C=C(C(=C1)C=1C=NC(=NC1)N1CCOCC1)F)N1C[C@H](N([C@H](C1)C)C)C)F 4-(difluoromethyl)-N-[4-fluoro-5-(2-morpholin-4-ylpyrimidin-5-yl)-2-[(3R,5S)-3,4,5-trimethylpiperazin-1-yl]phenyl]-1-methyl-6-oxopyridine-3-carboxamide